1-(ethoxymethoxy)-2-iodo-3,5-dimethylbenzene C(C)OCOC1=C(C(=CC(=C1)C)C)I